CN(C1=CC=C(C=C1)C(NC(=O)NC1=CC=C(C=C1)C)C1=CC=C(C=C1)N(C)C)C N-[bis[4-(dimethylamino)phenyl]methyl]-N'-(4-methylphenyl)-urea